((2-(4-cyclopropyl-1,2,3,4-tetrahydroquinoxaline-1-carbonyl)pyridin-3-yl)oxy)benzofuran-3-carboxylic acid C1(CC1)N1CCN(C2=CC=CC=C12)C(=O)C1=NC=CC=C1OC=1OC2=C(C1C(=O)O)C=CC=C2